N-(3-Bromo-5-((5-chloropyrazolo[1,5-a]pyrimidin-7-yl)amino)phenyl)acrylamide BrC=1C=C(C=C(C1)NC1=CC(=NC=2N1N=CC2)Cl)NC(C=C)=O